ClC=1C=C2CCC[C@]3(C2=CC1)CN(C1=C(OC3)C=CC(=C1)C(=O)OC(C)(C)C)C[C@H]1[C@](CC1)(C)C=O (S)-TERT-BUTYL 6'-CHLORO-5-(((1R,2R)-2-FORMYL-2-METHYLCYCLOBUTYL)METHYL)-3',4,4',5-TETRAHYDRO-2H,2'H-SPIRO[BENZO[B][1,4]OXAZEPINE-3,1'-NAPHTHALENE]-7-CARBOXYLATE